N-iminoethyl-L-ornithine N=CCN[C@@H](CCCN)C(=O)O